CN(C(OCC1=CC=CC=C1)=O)CC1=C(C=CC=C1)C=1SC(=CC1)/C(/C)=N/S(=O)C(C)(C)C benzyl N-methyl-N-[(2-{5-[(1E)-1-[(2-methylpropane-2-sulfinyl)imino]ethyl] thiophen-2-yl}phenyl)methyl]carbamate